ClC=1C=C2C(=NC1)NCC21CC(C1)C(=O)N (1s,3s)-5'-chloro-1',2'-dihydrospiro[cyclobutane-1,3'-pyrrolo[2,3-b]pyridine]-3-carboxamide